C(C([2H])([2H])C1=C(C=CC(=C1)C)S(=O)(=O)[O-])([2H])([2H])C1=C(C=CC(=C1)C)S(=O)(=O)[O-] ethane-1,2-diyl-d4-bis(4-methylbenzenesulfonate)